O1C(C1)COCCOC1=CC=C(C=C1)C1(C2=CC=CC=C2C=2C=CC=CC12)C1=CC=C(C=C1)OCCOCC1OC1 9,9-bis{4-[2-(oxiran-2-ylmethoxy)ethoxy]phenyl}-9H-fluorene